(S)-2-((tert-butoxycarbonyl)amino)-3-(3-cyclopentyl-4-propoxyphenyl)-propanoic acid C(C)(C)(C)OC(=O)N[C@H](C(=O)O)CC1=CC(=C(C=C1)OCCC)C1CCCC1